F\C(=C/C(=O)NC1=CC=C(C=C1)Br)\N1C=CC2=CC=CC=C12 (Z)-3-fluoro-N-(4-bromophenyl)-3-indol-1-yl-acrylamide